C(C1=CC=CC=C1)NC=1C(=C(C#N)C=CC1)N1C(CCCC1=O)=O (benzylamino)-2-(2,6-dioxopiperidin-1-yl)benzonitrile